10-propargyl-5,8-dinitrofolic acid C(C#C)N(C1=CC=C(C(N[C@@H](CCC(=O)O)C(=O)O)=O)C=C1)CC1=CN(C=2N=C(N)NC(=O)C2N1[N+](=O)[O-])[N+](=O)[O-]